(3S,5S)-5-amino-1-(5-(1-(difluoromethyl)-1H-pyrazol-4-yl)-2-((2-(2-fluoro-6-methoxyphenyl)pyrimidin-4-yl)amino)pyridin-4-yl)piperidin-3-ol hydrochloride Cl.N[C@H]1C[C@@H](CN(C1)C1=CC(=NC=C1C=1C=NN(C1)C(F)F)NC1=NC(=NC=C1)C1=C(C=CC=C1OC)F)O